N-(2-(4-amino-3-(4-((5-fluoro-2-methoxybenzamido)methyl)phenyl)-1H-pyrazolo[3,4-d]pyrimidin-1-yl)ethyl)-N-cyclopropyl-1H-1,2,4-triazole-1-carboxamide NC1=C2C(=NC=N1)N(N=C2C2=CC=C(C=C2)CNC(C2=C(C=CC(=C2)F)OC)=O)CCN(C(=O)N2N=CN=C2)C2CC2